C1(CC1)C(=O)N1CCN(CC1)CCOC1=CC=C(C=C1)NC(NCC(=O)NC1=CC=C(C=C1)N[C@@H]1C[C@@H](N(C2=CC=CC=C12)C(CC)=O)C)=O 2-(3-(4-(2-(4-(cyclopropanecarbonyl)piperazin-1-yl)ethoxy)phenyl)ureido)-N-(4-(((2S,4R)-2-methyl-1-propionyl-1,2,3,4-tetrahydroquinolin-4-yl)amino)phenyl)acetamide